N=1C=NN2C1C=C(C=C2)OC2=C(C=C(C=C2)NC2=NC=NC=1C=C3C(=C(C21)F)N2[C@H](CO3)CNCC2)C (S)-N-(4-([1,2,4]triazolo[1,5-a]pyridin-7-yloxy)-3-methylphenyl)-12-fluoro-1,2,3,4,4a,5-hexahydropyrazino[1',2':4,5][1,4]oxazino[3,2-g]quinazolin-11-amine